1-(2,6-difluorophenyl)-4-((4-(5-ethyl-1H-pyrazol-1-yl)phenyl)amino)-1H-pyrazole-3-carboxamide FC1=C(C(=CC=C1)F)N1N=C(C(=C1)NC1=CC=C(C=C1)N1N=CC=C1CC)C(=O)N